OC(C(=O)O)(O)C1=CC=CC=C1 hydroxymandelic acid